FC(C=1C(=C(C=CC1)[C@@H](C)NC=1C=2C(N=C(N1)C)=C(C(N(C2)C2(CC2)CF)=O)N2[C@H](COCC2)C(C)C)F)F 4-(((R)-1-(3-(difluoromethyl)-2-fluorophenyl)ethyl)amino)-6-(1-(fluoromethyl)cyclopropyl)-8-((S)-3-isopropylmorpholino)-2-methylpyrido[4,3-d]pyrimidine-7(6H)-one